1-(2-(2,6-dioxopiperidin-3-yl)-1,3-dioxoisoindoline-5-yl)piperidine-4-carbaldehyde O=C1NC(CCC1N1C(C2=CC=C(C=C2C1=O)N1CCC(CC1)C=O)=O)=O